3-dimethylaminopropyl-N,N-dimethyl-1,3-propanediamine CN(CCCC(CCN)N(C)C)C